tert-butyl N-[(3R)-7-(5-tert-butyl-1,2,4-oxadiazol-3-yl)-8-fluoro-4-oxo-3,5-dihydro-2H-1,5-benzothiazepin-3-yl]carbamate C(C)(C)(C)C1=NC(=NO1)C=1C(=CC2=C(NC([C@H](CS2)NC(OC(C)(C)C)=O)=O)C1)F